C(C1=CC=CC=C1)N1C2=NC=NC(=C2N=C1)Cl 9-benzyl-6-chloro-9H-purine